Benzyl (2-(((tetrahydro-2H-pyran-2-yl)oxy)carbamoyl)chroman-6-yl)carbamate O1C(CCCC1)ONC(=O)C1OC2=CC=C(C=C2CC1)NC(OCC1=CC=CC=C1)=O